OC1=CC=C2C(=CN(C(C2=C1)=O)C)C1=CC(=C(C(=C1)OC)CN1CCC2(CN(CCO2)C(=O)OC(C)(C)C)CC1)OC Tert-Butyl 9-[[4-(7-Hydroxy-2-Methyl-1-Oxoisoquinolin-4-Yl)-2,6-Dimethoxyphenyl]Methyl]-1-Oxa-4,9-Diazaspiro[5.5]Undecane-4-Carboxylate